C1(=CC=CC=C1)C1=NC(=NC(=N1)C1=CC=CC=C1)C=1C(=C(C(=C(C1C1=NC(=CC=C1)C)N1C2=C(C=3C=CC=CC13)N=CC=C2)N2C1=C(C=3C=CC=CC23)N=CC=C1)N1C2=C(C=3C=CC=CC13)N=CC=C2)N2C1=C(C=3C=CC=CC23)N=CC=C1 5,5',5'',5'''-(5-(4,6-diphenyl-1,3,5-triazin-2-yl)-6-(6-methylpyridin-2-yl)benzene-1,2,3,4-tetrayl)tetrakis(5H-pyrido[3,2-b]indole)